[(2R,3R,4R,5R)-5-[2-amino-6-(methylamino)purin-9-yl]-4-fluoro-4-methyl-3-[(2-methylpropanoyl)oxy]oxolan-2-yl]methylpropanoate NC1=NC(=C2N=CN(C2=N1)[C@H]1[C@]([C@@H]([C@H](O1)COC(CC)=O)OC(C(C)C)=O)(C)F)NC